COCOC(C1=C(C(=C(C(=C1O)C)OCC1=CC=CC=C1)Br)C)=O.C(C1=CC=CC=C1)SCC1CC(C1)(F)F Benzyl-((3,3-difluorocyclobutyl)methyl)sulfane Methoxymethyl-4-(benzyloxy)-3-bromo-6-hydroxy-2,5-dimethylbenzoate